FC(C1=NN=C(O1)C1=CC(=C(CN2C(N(C=3C2=NC=CC3)C3CCN(CC3)S(=O)(=O)C)=O)C=C1)F)F 3-(4-(5-(difluoromethyl)-1,3,4-oxadiazole-2-yl)-2-fluorobenzyl)-1-(1-(methylsulfonyl)piperidine-4-yl)-1,3-dihydro-2H-imidazo[4,5-b]pyridine-2-one